C(C1=CC=CC=C1)OC(=O)NNC(C(C1=CC=C(C=C1)F)N1C[C@@H](N(C[C@@H]1C)C(=O)OC(C)(C)C)C)=O |&1:26| tert-butyl (2S,SR)-4-(2-(2-((benzyloxy)carbonyl) hydrazineyl)-1-(4-fluorophenyl)-2-oxoethyl)-2,5-dimethylpiperazine-1-carboxylate